C=1N=CN2C1C1=CC=CC=C1C2C2(CCCC=1C=CN=CC21)O 8-(5H-imidazo[5,1-a]isoindol-5-yl)-5,6,7,8-tetrahydroisoquinolin-8-ol